C(C(=C)C)(=O)O.C(C(=C)C)(=O)O.C(C)O.C(C)O diethanol dimethacrylate